NC1=C2C(=NC=N1)N(N=C2C=2NC1=CC(=CC=C1C2Cl)C(=O)NC2=NC=CC=C2)C(C)(C)C 2-{4-amino-1-tert-butyl-1H-pyrazolo[3,4-d]pyrimidin-3-yl}-3-chloro-N-(pyridin-2-yl)-1H-indole-6-carboxamide